ClC=1C(=CC(=NC1)C(=O)NCC=1C=C2CN(C(C2=CC1)=O)C1C(NC(CC1)=O)=O)C1=CC=CC=C1 5-chloro-N-((2-(2,6-dioxopiperidin-3-yl)-1-oxoisoindolin-5-yl)methyl)-4-phenylpicolinamide